((1R,4S,5R)-4-(4-(butyldimethylsilyl)-2,6-dimethoxyphenyl)-6,6-dimethylbicyclo[3.1.1]hept-2-en-2-yl) methylpivalate CCC(C(=O)OC=1[C@H]2C([C@@H]([C@@H](C1)C1=C(C=C(C=C1OC)[Si](C)(C)CCCC)OC)C2)(C)C)(C)C